COC1=C(C=C(C=C1)O[C@@H]1CC[C@@H](CC1)C(F)(F)F)NC(=O)[C@@H]1N(C(CC1)=O)C (R)-N-(2-Methoxy-5-(((cis)-4-(trifluoromethyl)cyclohexyl)oxy)phenyl)-1-methyl-5-oxopyrrolidine-2-carboxamide